C[N+](CCCCCCCCCCCCCCCCCC)(CCCCCCCCCCCCCCCC)C dimethyl-cetyl-stearyl-ammonium